CC(=O)OC1=C(C=C(C=C1OC)C(=O)O)OC The molecule is a phenyl acetate obtained by the formal condensation of hydroxy group of syringic acid with acetic acid. It is a dimethoxybenzene, a member of benzoic acids and a member of phenyl acetates. It derives from a syringic acid.